(2R,6S)-4-(5-cyanopyrimidin-2-yl)-2,6-dimethyl-N-{2-[1-(pyridin-2-ylmethyl)piperidin-4-yl]ethyl}piperazine-1-carboxamide C(#N)C=1C=NC(=NC1)N1C[C@H](N([C@H](C1)C)C(=O)NCCC1CCN(CC1)CC1=NC=CC=C1)C